BrC=1C=CC(=NC1)C1=CC=NC=C1 5-bromo-2,4'-bipyridine